C(CCCCCCCC)C1=C(C(=CC(=C1)CC)CCCCCCCCC)O 2,6-dinonyl-p-ethylphenol